C(C)O[SiH](OC(CC)(CC)C)OCC diethoxy(3-methylpent-3-yloxy)silane